C(CCCCCCCCCC)C1=NN=NN1CCC[Si](OCC)(OCC)OCC 5-undecyl-1-[3-(triethoxysilyl)propyl]-1H-tetrazole